BrC=1C=C(C=CC1)C1(CC1)NCC(C)(C)NC(OC(C)(C)C)=O tert-butyl (1-((1-(3-bromophenyl)cyclopropyl)amino)-2-methylpropan-2-yl)carbamate